C1(CCCC1)CC(C=O)=N 3-cyclopentylpropane-1-on-2-imine